NC1=C2CCN(C2=CC=C1)C(=O)OC(C)(C)C tert-butyl 4-aminoindoline-1-carboxylate